3-chloro-N-[2,6-difluoro-4-(2-phenylethynyl)phenyl]-2-(methoxymethyl)benzenesulfonamide ClC=1C(=C(C=CC1)S(=O)(=O)NC1=C(C=C(C=C1F)C#CC1=CC=CC=C1)F)COC